ClC1=CC=C(C=C1)C=1SC=CC1 2-(4-chlorophenyl)thiophene